C(C)(C)(C)OC(NC12CC3(CC(CC(C1)C3)(C2)C)C)=O (3,5-dimethyladamantan-1-yl)carbamic acid tert-butyl ester